C(C=C)OC1=CC=C(C(=C1C1CC2=NN=C(N2C1)N1CCOCC1)Cl)Cl (6-(6-(allyloxy)-2,3-dichlorophenyl)-6,7-dihydro-5H-pyrrolo[2,1-c][1,2,4]triazol-3-yl)morpholine